N-{6-{[(bis{2-[(6-[2-[(α-D-mannopyranosyl)-(1→3)-[(α-D-mannopyranosyl)-(1→6)]-(α-D-mannopyranosyl)]ethyl]amino-6-oxohexyl)amino]-2-oxoethyl}amino)acetyl]amino}hexanoyloxy}succinimide [C@H]1([C@@H](O)[C@@H](O)[C@H](O)[C@H](O1)CO)O[C@@H]1[C@@H]([C@@](O[C@@H]([C@H]1O)CO)(CCNC(CCCCCNC(CN(CC(NCCCCCC(NCC[C@]1([C@@H](O)[C@@H](O[C@@H]2[C@@H](O)[C@@H](O)[C@H](O)[C@H](O2)CO)[C@H](O)[C@H](O1)CO)[C@@H]1[C@@H](O)[C@@H](O)[C@H](O)[C@H](O1)CO)=O)=O)CC(=O)NCCCCCC(=O)ON1C(CCC1=O)=O)=O)=O)[C@@H]1[C@@H](O)[C@@H](O)[C@H](O)[C@H](O1)CO)O